CN1N=CC(=C1OCCNC(OC(C)(C)C)=O)C=1C=C2C(=NN(C2=CC1)C1OCCCC1)C=C tert-butyl N-[2-[2-methyl-4-(1-tetrahydropyran-2-yl-3-vinyl-indazol-5-yl)pyrazol-3-yl]oxyethyl]carbamate